(4-(4-amino-7-cyano-1-methyl-3-(4-((4-methylpyrimidin-2-yl)oxy)phenyl)-1H-pyrrolo[3,2-c]pyridin-2-yl)-3-chlorophenyl)methacrylamide NC1=NC=C(C2=C1C(=C(N2C)C2=C(C=C(C=C2)C=C(C(=O)N)C)Cl)C2=CC=C(C=C2)OC2=NC=CC(=N2)C)C#N